5,6,7,8-tetrahydronaphthyridine N1=CC=CC=2CCCNC12